(R)-N-(3-(((R*)-1-(3-(1H-pyrazol-5-yl)naphthalen-1-yl)ethyl)carbamoyl)-4-methylphenyl)piperidine-2-carboxamide N1N=CC=C1C=1C=C(C2=CC=CC=C2C1)[C@@H](C)NC(=O)C=1C=C(C=CC1C)NC(=O)[C@@H]1NCCCC1 |o1:15|